T-butyl (5-(hydroxymethyl)-2,2-dimethyl-1,3-dioxan-5-yl)carbamate OCC1(COC(OC1)(C)C)NC(OC(C)(C)C)=O